C(CCC)N1C=2C=C3C(=CC2C(C=2C=CC(=CC12)F)=O)N(C1=CC(=CC=C1C3=O)F)CCCC 5,12-dibutyl-3,10-difluoroquino(2,3-b)acridine-7,14(5h,12h)-dione